Ethyl (2E)-3-[1-(triphenylmethyl)-1H-imidazol-4-yl]prop-2-enoate C1(=CC=CC=C1)C(N1C=NC(=C1)/C=C/C(=O)OCC)(C1=CC=CC=C1)C1=CC=CC=C1